C12(CC3CC(CC(C1)C3)C2)CC(=O)N2CCC(CC2)CN2CCC(CC2)NC(C2=NC=C(C=C2)N2CCN(CC2)CC=2C=NC=3C=C(C(NC3C2)=O)CC)=O N-(1-((1-(2-((3R,SR)-adamantan-1-yl)acetyl)piperidin-4-yl)methyl)piperidin-4-yl)-5-(4-((7-ethyl-6-oxo-5,6-dihydro-1,5-naphthyridin-3-yl)methyl)piperazin-1-yl)picolinamide